1-[2-(dimethylamino)-1-(4-methoxyphenyl)ethyl]cyclohexanol iron 3,5-di-tert-butylsalicylate C(C)(C)(C)C1=C(C(C(=O)[O-])=CC(=C1)C(C)(C)C)O.[Fe+2].CN(CC(C1=CC=C(C=C1)OC)C1(CCCCC1)O)C.C(C)(C)(C)C1=C(C(C(=O)[O-])=CC(=C1)C(C)(C)C)O